2-(((((2R)-2-fluorotetrahydro-1H-pyrrolizin-7a(5H)-yl)methoxy)-7-(5,6,7,8-tetrahydroisoquinolin-4-yl)pyridino[2,3-d]pyrimidin-4-yl)-2,6-diazabicyclo[3.2.0]hept-2-yl)prop-2-en-1-one F[C@@H]1CC2(CCCN2C1)COC=1N=C(C2=C(N1)N=C(C=C2)C2=CN=CC=1CCCCC21)C21N(CCC1NC2)C(C=O)=C